2-(7-fluoro-2-oxo-2H-chromen-3-yl)benzofuran-6-carboxylic acid FC1=CC=C2C=C(C(OC2=C1)=O)C=1OC2=C(C1)C=CC(=C2)C(=O)O